C(C)C1=CC=C(C2=CC=CC=C12)N 4-ethyl-1-naphthylamine